(R)-5-(1,3-Dioxolan-2-yl)-2-methyl-6-((1-(2-methyl-3-(trifluoromethyl)phenyl)ethyl)amino)pyrimidine-4-carboxylic acid ethyl ester C(C)OC(=O)C1=NC(=NC(=C1C1OCCO1)N[C@H](C)C1=C(C(=CC=C1)C(F)(F)F)C)C